BrC=1C(=NC=CC1N1N=C(C=C1C(O)([2H])[2H])C)Cl (1-(3-bromo-2-chloropyridin-4-yl)-3-methyl-1H-pyrazol-5-yl)methan-d2-ol